ClC1=C(C=CC(=C1)F)C1=C(C(N(C(N1C1=CC(=CC(=C1)OC)OC)=O)C)=O)C 6-(2-chloro-4-fluorophenyl)-1-(3,5-dimethoxyphenyl)-3,5-dimethyl-2,4(1H,3H)-pyrimidinedione